(R)-1-(3-(3-(2-amino-1-((2-(trimethylsilyl)ethoxy)methyl)-1H-imidazol-4-yl)-5-chlorophenyl)morpholino)prop-2-en-1-one NC=1N(C=C(N1)C=1C=C(C=C(C1)Cl)[C@@H]1COCCN1C(C=C)=O)COCC[Si](C)(C)C